4-(ethylsulfonyl)-N-(7-(piperidin-1-yl)-2,3-dihydrobenzofuran-5-yl)-2-(6-azaspiro[2.5]octan-6-yl)benzamide C(C)S(=O)(=O)C1=CC(=C(C(=O)NC=2C=C(C3=C(CCO3)C2)N2CCCCC2)C=C1)N1CCC2(CC2)CC1